N[C@H]1CN(CCC1)C=1C=2N(C=CN1)C(=C(N2)C2=CC(=C(C#N)C=C2)F)C2=CC(=C(C=C2)OC)F (R)-4-(8-(3-aminopiperidin-1-yl)-3-(3-fluoro-4-methoxyphenyl)imidazo[1,2-a]pyrazin-2-yl)-2-fluorobenzonitrile